C1=CC=CC=2C3=CC=CC=C3C(C12)COC(=O)NC(CC1=CC=C(OCCNCCCOCCOCCOC(COCC[N+](C)(C)C)=O)C=C1)C(=O)O 18-(4-(2-((((9H-fluoren-9-yl)methoxy)carbonyl)amino)-2-carboxyethyl)phenoxy)-N,N,N-trimethyl-l-5-oxo-3,6,9,12-tetraoxa-16-azaoctadecan-1-aminium